FC1=CC(=CC(=N1)N1C(C2=C(N=C(N=C2)O)CC1)C)OC 6-(6-fluoro-4-methoxy-2-pyridyl)-5-methyl-7,8-dihydro-5H-pyrido[4,3-d]Pyrimidin-2-ol